1-Isopropyl-1H-pyrazole-5-carboxylic acid C(C)(C)N1N=CC=C1C(=O)O